C(C)(=O)OCCOCCOCCOC(C)=O tri-ethylene glycol diacetate